C(C)OC=1C=C(C=C(C1SCC)OC)CCN 3-ethoxy-4-ethylsulfanyl-5-methoxyphenylethylamine